ClC1=CC=C(C=C1)C=1N=C2N(C=CC=C2)C1CC=1C(=NC(=CC1)OC1CCC1)C(=O)N1CCNCC1 [2-(4-chlorophenyl)imidazo[1,2-a]pyridin-3-yl]methyl-[piperazin-1-yl][6-(cyclobutyloxy)pyridin-2-yl]methanone